5-methylpyridin-2-formaldehyde CC=1C=CC(=NC1)C=O